ClC=1C=C(C=C(C1)Cl)N1CCN(CC1)S(=O)(=O)C1=CC=C(C=C1)NC(=O)C=1C=C(C=CC1N(S(=O)(=O)C)C)CCC(=O)O 3-(3-((4-((4-(3,5-Dichlorophenyl)piperazin-1-yl)sulfonyl)phenyl)carbamoyl)-4-(N-methylmethylsulfonamido)phenyl)propanoic acid